FC=1C=C(C=C(C1C1=C(CCC2=CC(=CC=C12)OC)C1=CC=CC=C1)F)OS(=O)(=O)C(F)(F)F [3,5-difluoro-4-(6-methoxy-2-phenyl-3,4-dihydronaphthalen-1-yl)phenyl]trifluoromethanesulfonate